C([C@@H]1[C@H]([C@@H]([C@H]([C@@H](O1)O[C@@H]2[C@H](OC([C@@H]([C@H]2O)O)O)CO)O)O)O)O The molecule is a glycosylglucose consisting of two glucose units linked via a beta(1->4) bond. It has a role as a plant metabolite.